1-[3-(bromohydroxymethylsilyl)hexyl]-2-imidazolidinone Br[SiH](C(CCN1C(NCC1)=O)CCC)CO